C(C=C)(=O)N1C[C@H](C[C@@H]1COC)N1N=C(C(=C1NC)C(=O)N)C#CC1=C(C2=C(N(C=N2)C)C=C1F)F 1-((3s,5r)-1-propenoyl-5-(methoxymethyl)pyrrolidin-3-yl)-3-((4,6-difluoro-1-methyl-1H-benzo[d]imidazol-5-yl)ethynyl)-5-(methylamino)-1H-pyrazole-4-carboxamide